O=C1N(C([C@H]2[C@@H]3CC[C@H]([C@@H]12)O3)=O)NC(C3=CC=C(C=C3)C(F)(F)F)=O N-((3aR,4S,7R,7aS)-1,3-dioxooctahydro-2H-4,7-epoxyisoindol-2-yl)-4-(trifluoromethyl)benzamide